(9E)-6-(benzyloxy)-20-nitro-6,18-bis(trifluoromethyl)-16,23-dioxa-3,4,21-triazatetracyclo[15.3.1.12,5.111,15]tricosa-1(21),2,4,9,11(22),12,14,17,19-nonaene C(C1=CC=CC=C1)OC1(C2=NN=C(C=3C(=CC(=C(OC4=CC=CC(/C=C/CC1)=C4)N3)C(F)(F)F)[N+](=O)[O-])O2)C(F)(F)F